ClC=1C=C(C=CC1)N1CCN(CC1)C(C(CC(=O)C1CC1)C)=O 1-[4-(3-chlorophenyl)piperazin-1-yl]-4-cyclopropyl-2-methyl-butane-1,4-dione